CC1=CC=C(C=C1)S(=O)(=O)[O-].C1=CC=CC=2SC3=CC=CC=C3N(C12)CC(C)[N+](CCC(CCC=C(C)C)C)(C)C N-(1-(10H-phenothiazin-10-yl)propan-2-yl)-N,N,3,7-tetramethyloct-6-en-1-aminium 4-methylbenzene-sulfonate